4-fluoro-3'-methoxybenzophenone FC1=CC=C(C(=O)C2=CC(=CC=C2)OC)C=C1